BrC1=NN(C(=C1NS(=O)(=O)C1=CC=C(C=C1)Cl)C(=O)O)C 3-bromo-4-((4-chlorophenyl)sulfonamido)-1-methyl-1H-pyrazole-5-carboxylic acid